N-Boc-L-tyrosine C(=O)(OC(C)(C)C)N[C@@H](CC1=CC=C(C=C1)O)C(=O)O